NC1=NC(=C2NC(=NC2=N1)S)C 2-amino-6-methyl-mercaptopurine